1,4-bis(4-amino-2-trifluoromethyl-2-trifluoromethylphenoxy)benzene NC1=CC(C(OC2=CC=C(C=C2)OC2C(C=C(C=C2)N)(C(F)(F)F)C(F)(F)F)C=C1)(C(F)(F)F)C(F)(F)F